3-bromo-pyrazolo[1,5-a]pyridine BrC=1C=NN2C1C=CC=C2